C(C=C)[C@]1([C@H](CCC1)S(=O)(=O)N)C (1S,2S)-2-ALLYL-2-METHYLCYCLOPENTANE-1-SULFONAMIDE